3,5-Bis[3,5-bis(methoxycarbonyl)phenoxymethyl]phenol COC(=O)C=1C=C(OCC=2C=C(C=C(C2)COC2=CC(=CC(=C2)C(=O)OC)C(=O)OC)O)C=C(C1)C(=O)OC